N[C@@H](CC(=O)OCC)C=1C=C(C(=CC1)F)C1=CC(=CC=C1)OC ethyl (S)-3-amino-3-(6-fluoro-3'-methoxybiphenyl-3-yl)propanoate